C(=O)(O)CCC1=NN=NC=C1OCCCCCC p-carboxyethylhexyloxytriazine